CN1N=C(C(=C1)C1=NN2C(O[C@@H](CC2)C)=C1C(=O)N[C@@H]1C(NC2=C(C(=N1)C1=CC=CC=C1)C=CC=C2F)=O)C (5R)-2-(1,3-Dimethylpyrazol-4-yl)-N-[(3S)-9-fluoro-2-oxo-5-phenyl-1,3-dihydro-1,4-benzodiazepin-3-yl]-5-methyl-6,7-dihydro-5H-pyrazolo[5,1-b][1,3]oxazine-3-carboxamide